3-(3-(2-chlorophenyl)-4-thiazolinonyl)-N-(4-1-N-pyrazolylbutyl)benzamide ClC1=C(C=CC=C1)N1C(SC=C1C=1C=C(C(=O)NCCCCN2N=CC=C2)C=CC1)=O